(3S,4R,5R)-3-fluoro-1-[4-({8-[(2R,3S)-3-(methanesulfonylmeth-yl)-2-methylazetidin-1-yl]-5-(propan-2-yl)-2,7-naphthyridin-3-yl}amino)pyrimidin-2-yl]-5-methoxypiperidin-4-ol F[C@H]1CN(C[C@H]([C@H]1O)OC)C1=NC=CC(=N1)NC=1N=CC2=C(N=CC(=C2C1)C(C)C)N1[C@@H]([C@H](C1)CS(=O)(=O)C)C